tert-butyl 4'-(((2-(2,6-dioxopiperidin-3-yl)-1-oxoisoindolin-4-yl)amino)methyl)-[1,1'-biphenyl]-4-carboxylate O=C1NC(CCC1N1C(C2=CC=CC(=C2C1)NCC1=CC=C(C=C1)C1=CC=C(C=C1)C(=O)OC(C)(C)C)=O)=O